5-(2-((1-cyclopropyl-1-(5-methyl-1,2,4-oxadiazol-3-yl)ethyl)amino)-2-oxoacetyl)-N-(4-fluoro-3-methylphenyl)-1,2,4-trimethyl-1H-pyrrole-3-carboxamide C1(CC1)C(C)(C1=NOC(=N1)C)NC(C(=O)C1=C(C(=C(N1C)C)C(=O)NC1=CC(=C(C=C1)F)C)C)=O